8-chloro-11-[1-[(5-methyl-3-pyridyl)methyl]-piperidin-4-ylidene]-6,11-dihydro-5H-benzo[5,6]cyclohepta[1,2-b]pyridine ClC=1C=CC2=C(CCC=3C(=NC=CC3)C2=C2CCN(CC2)CC=2C=NC=C(C2)C)C1